(S)-N-(pyrrolidin-3-yl)-8-(4-(trifluoromethyl)phenyl)pyrido[3,4-b]pyrazin-5-amine hydrochloride Cl.N1C[C@H](CC1)NC1=NC=C(C=2C1=NC=CN2)C2=CC=C(C=C2)C(F)(F)F